C(#N)C1CN(CCC1=O)C(=O)OC(C)(C)C tert-butyl 3-cyano-4-oxopiperidine-1-carboxylate